(4-bromopyridin-2-yl)cyclohexanecarboxamide BrC1=CC(=NC=C1)C1(CCCCC1)C(=O)N